ethyl 3,7-dimethyl-2,6-octadienoate CC(=CC(=O)OCC)CCC=C(C)C